2-bromo-α,α-difluoro-5-(trifluoromethyl)-phenylpropionic acid BrC1=C(C=C(C=C1)C(F)(F)F)CC(C(=O)O)(F)F